C(C(=C)C)(=O)OCC[Si](OCC)(OCC)OCC Methacryloxyethyl-triethoxysilan